C(C)(=O)OC1CCC=2C1=NC=C(C2)C=2C(N(C1=CC(=NC=C1C2)Cl)C)=O 3-(7-chloro-1-methyl-2-oxo-1,2-dihydro-1,6-naphthyridin-3-yl)-6,7-dihydro-5H-cyclopenta[b]pyridin-7-yl acetate